Cl.ClCCN(C)C (beta-chloroethyl)dimethylamine hydrochloride